azoammonium diformate C(=O)[O-].C(=O)[O-].N(=N[NH3+])[NH3+]